O=C1NN=CC2=CC(=CC=C12)OC[C@@H]1CN(CC1)C(=O)[O-] (S)-3-(((1-oxo-1,2-dihydrophthalazin-6-yl)oxy)methyl)pyrrolidine-1-carboxylate